Cl.OB1OC2=C(C1C)C=CC(=C2)N 2-hydroxy-3-methyl-1,2-benzoxaborole-6-amine hydrochloride